O1C=CC2=C1C(=CC=C2)NC2=NC(=NC=C2Br)NC2=C(C=C(C(=C2)C)N2CCC(CC2)N2CCN(CC2)C)OC N4-(benzofuran-7-yl)-5-bromo-N2-(2-methoxy-5-methyl-4-(4-(4-methylpiperazin-1-yl)piperidine-1-yl)phenyl)pyrimidine-2,4-diamine